(S)-8-(7,7-difluoro-2-(2-methylazetidin-1-yl)-6,7-dihydro-5H-cyclopenta[d]pyrimidin-4-yl)-3,4-dihydrobenzo[f][1,4]oxazepin-5(2H)-one FC1(CCC2=C1N=C(N=C2C2=CC1=C(C(NCCO1)=O)C=C2)N2[C@H](CC2)C)F